CN(C(=O)[C@@H]1CN(CC[C@H]1N)C1CCCCC1)C |r| rac-(3R,4R)-4-amino-1-cyclohexyl-piperidine-3-carboxylic acid dimethylamide